ethyl 4-cyclopropyl-3-{imidazo[1,2-a]pyridin-6-yl}-1,2-thiazole-5-carboxylate C1(CC1)C=1C(=NSC1C(=O)OCC)C=1C=CC=2N(C1)C=CN2